1-aminopyrene NC1=CC=C2C=CC3=CC=CC4=CC=C1C2=C34